C(C)C1=CC=C(C=C1)S(=O)(=O)C=1C=NC2=CC=C(C=C2C1N1CCC(CC1)O)C(=O)OCC ethyl 3-((4-ethylphenyl)sulfonyl)-4-(4-hydroxypiperidin-1-yl)quinoline-6-carboxylate